COC(C#CC(=C)C)(OC)C1CCCCC1 (1,1-Dimethoxy-4-methylpent-4-en-2-yn-1-yl)cyclohexane